N-[(2S,3R)-4,4-difluoro-2-[(2-fluoro[1,1'-biphenyl]-3-yl)methyl]-1-(1-hydroxycyclobutane-1-carbonyl)pyrrolidin-3-yl]methanesulfonamide FC1([C@@H]([C@@H](N(C1)C(=O)C1(CCC1)O)CC=1C(=C(C=CC1)C1=CC=CC=C1)F)NS(=O)(=O)C)F